9-(4-aminobenzyl)-2-(2-isopropylphenyl)-7,9-dihydro-8H-purin-8-one NC1=CC=C(CN2C3=NC(=NC=C3NC2=O)C2=C(C=CC=C2)C(C)C)C=C1